N-(5-fluoro-2-methoxyphenyl)thiourea FC=1C=CC(=C(C1)NC(=S)N)OC